2-(3-((2-((tert-butoxycarbonyl)amino)ethyl)sulfonyl)-2-oxoimidazolidine-1-carboxamido)acetic acid C(C)(C)(C)OC(=O)NCCS(=O)(=O)N1C(N(CC1)C(=O)NCC(=O)O)=O